6-chloro-N-(5-chloro-3-fluoro-6-methoxypyridin-2-yl)-5,7-difluoro-1H-indole-3-sulfonamide ClC1=C(C=C2C(=CNC2=C1F)S(=O)(=O)NC1=NC(=C(C=C1F)Cl)OC)F